(S)-Methyl 1-(6-(2-(pyridin-3-yl)pyrrolidin-1-yl)hexanoyl)piperidine-4-carboxylate N1=CC(=CC=C1)[C@H]1N(CCC1)CCCCCC(=O)N1CCC(CC1)C(=O)OC